CC1=C(C=CC(=C1)C)SC1=C(C=CC=C1)Br (2-bromophenyl) (2,4-dimethylphenyl) thioether